(3-(4-(((2-(4-chlorophenyl)oxazol-5-yl)methyl)amino)-1,3-dioxoisoindolin-2-yl)-2,6-dioxopiperidin-1-yl)methyl pivalate C(C(C)(C)C)(=O)OCN1C(C(CCC1=O)N1C(C2=CC=CC(=C2C1=O)NCC1=CN=C(O1)C1=CC=C(C=C1)Cl)=O)=O